N[C@@H](C(C)OC(C(F)(F)F)(C)C)C=1N=C2N(N=CC(=C2)[C@@H](COC)N2CNCC(C2)(F)F)C1 |o1:1| 1-((1S)-1-(2-((1R*)-1-Amino-2-((1,1,1-trifluoro-2-methylpropan-2-yl)oxy)propyl)imidazo[1,2-b]pyridazin-7-yl)-2-methoxyethyl)-5,5-difluorotetrahydropyrimidin